2-(4-vinyl-phenyl)acetic acid C(=C)C1=CC=C(C=C1)CC(=O)O